BrC1=C(C(=CC2=C1C[C@@](O2)(C2=CC=CC=C2)CN)F)Cl |r| racemic-(4-bromo-5-chloro-6-fluoro-2-phenyl-2,3-dihydrobenzofuran-2-yl)methanamine